COC1=C(C=CC(=C1)OC)CNC1=NC=CC(=C1F)CC=1C(=C(C(=C(C(=O)OC)C1)NC1=C(C=C(C=C1)I)F)F)F methyl 5-[[2-[(2,4-dimethoxyphenyl)methylamino]-3-fluoropyridine-4-yl]methyl]-3,4-difluoro-2-(2-fluoro-4-iodoanilino)benzoate